FC(C=1C=C(CC2=CC=NC=C2)C=C(C1)F)F 4-(3-(difluoromethyl)-5-fluorobenzyl)pyridin